1-carboxy-1H-pyrazole-3-carboxylic acid C(=O)(O)N1N=C(C=C1)C(=O)O